N[C@H]1C(CCC1)C#CC1=C(N=C(C(=N1)N)C1=C(C(=CC=C1)Cl)Cl)C=1OC=NN1 6-(((2R)-2-aminocyclopentyl)ethynyl)-3-(2,3-dichlorophenyl)-5-(1,3,4-oxadiazol-2-yl)pyrazin-2-amine